tert-butyl (7-benzyl-8-oxo-7,8-dihydro-2,7-naphthyridin-3-yl)carbamate C(C1=CC=CC=C1)N1C=CC=2C=C(N=CC2C1=O)NC(OC(C)(C)C)=O